BrC=1C=C2C(=CC(=NC2=C(C1)C(F)(F)F)C)O 6-bromo-2-methyl-8-(trifluoromethyl)quinolin-4-ol